5-Bromo-2-chloro-3-iodo-pyridine BrC=1C=C(C(=NC1)Cl)I